CC1(OB(OC1(C)C)C1=C2CCNC2=CC=C1)C 4-(4,4,5,5-tetramethyl-1,3,2-dioxaborolan-2-yl)indoline